1-(4-sulfobutyl)-3-vinylimidazolium S(=O)(=O)(O)CCCCN1C=[N+](C=C1)C=C